N-(alpha-cyanoethyl)formamide tert-butyl-7-hydroxy-3-oxa-9-azabicyclo[3.3.1]nonane-9-carboxylate C(C)(C)(C)OC(=O)N1C2COCC1CC(C2)O.C(#N)C(C)NC=O